COC1=C(CN(S(=O)(=O)C2=NC=CC(=C2)NC(=O)C=2C(=NC3=CC(=CC=C3C2)F)N2CC(C(CC2)(F)F)C)CC2=C(C=C(C=C2)OC)OC)C=CC(=C1)OC N-(2-(N,N-bis(2,4-dimethoxybenzyl)sulfamoyl)pyridin-4-yl)-2-(4,4-difluoro-3-methylpiperidin-1-yl)-7-fluoroquinoline-3-carboxamide